C(CC(CCCCCCC)N)N decane-1,3-diamine